2-bromo-6-(3-methoxytetrahydrofuran-3-yl)pyridin-4-ol BrC1=NC(=CC(=C1)O)C1(COCC1)OC